(3R,4R,5R)-2-(4-aminopyrrolo[2,1-f][1,2,4]triazin-7-yl)-3,4-bis(benzyloxy)-5-((benzyloxy)methyl)tetrahydrofuran-2-ol NC1=NC=NN2C1=CC=C2C2(O[C@@H]([C@H]([C@H]2OCC2=CC=CC=C2)OCC2=CC=CC=C2)COCC2=CC=CC=C2)O